C(C)(C)OC=1C(=CC2=CN(N=C2C1)C1CCNCC1)C(=O)NC=1C=NN2C1N=CC=C2 6-isopropoxy-2-(4-piperidyl)-N-pyrazolo[1,5-a]pyrimidin-3-yl-indazole-5-carboxamide